ClC1=C(C=C(C=C1)C1=CN(C2=NC(=CC=C21)C(=O)N2C(C(NCC2)=O)(C)C)C2CCOCC2)F 4-(3-(4-chloro-3-fluorophenyl)-1-(tetrahydro-2H-pyran-4-yl)-1H-pyrrolo[2,3-b]pyridine-6-carbonyl)-3,3-dimethyl-piperazin-2-one